C1(CCCCCCC1)C(C(NC1=CC=C2C(=C1)NC(C21CCOCC1)=O)=O)NC(=O)C=1C(=NOC1)CC N-{1-cyclooctyl-2-oxo-2-[(2-oxospiro[indoline-3,4'-tetrahydropyran]-6-yl)amino]ethyl}-3-ethylisoxazole-4-carboxamide